N-(1-(tert-butyl)-3-(3,3-difluorocyclobutyl)-4-methyl-1H-pyrazol-5-yl)-3,3-difluorocyclobutane-1-carboxamide C(C)(C)(C)N1N=C(C(=C1NC(=O)C1CC(C1)(F)F)C)C1CC(C1)(F)F